6-(5-chloro-2-fluorophenyl)pyridazin-4-amine ClC=1C=CC(=C(C1)C1=CC(=CN=N1)N)F